C(=C)CC(=O)O.C(CCCCCCC)(=O)OC=C vinyl caprylate (vinyl acetate)